The molecule is a stilbenoid isolated from Macaranga alnifolia and has been shown to exhibit cytotoxic activity. It has a role as a metabolite. It is a cyclic ether, an organic heterotricyclic compound, a member of resorcinols and a stilbenoid. CC(=CCC1=C(C=C(C=C1O)/C=C/C2=CC3=C(C(=C2)OC)O[C@@]4(CC[C@H](C([C@H]4C3)(C)C)O)C)O)C